7-Fluoro-9-methoxy-1,4,4-trimethyl-8-(1-methyl-1H-indazol-4-yl)-5H-[1,2,4]triazolo[4,3-a]quinoxaline FC=1C=C2NC(C=3N(C2=C(C1C1=C2C=NN(C2=CC=C1)C)OC)C(=NN3)C)(C)C